4-Cyclopropyl-N-((S)-(4,4-difluorocyclohexyl)(7-(((R)-4-methyl-2-oxoimidazolidin-1-yl)methyl)imidazo[1,2-b]pyridazin-2-yl)methyl)-1,2,5-oxadiazole-3-carboxamide C1(CC1)C=1C(=NON1)C(=O)N[C@H](C=1N=C2N(N=CC(=C2)CN2C(N[C@@H](C2)C)=O)C1)C1CCC(CC1)(F)F